FC=1C=C(C=NC1)C[C@@H]1CC[C@H](CC1)C(=O)N1OCC[C@H]1C1=NC=CN=C1 trans-[4-[(5-fluoro-3-pyridyl)methyl]cyclohexyl]-[(3S)-3-pyrazin-2-ylisoxazolidin-2-yl]methanone